CN1N=C(C=C1C)N1C2=NC(=NC(=C2N=C1)N/N=C/C1=CC(=CC=C1)C)N1CCOCC1 (E)-4-(9-(1,5-dimethyl-1H-pyrazol-3-yl)-6-(2-(3-methylbenzylidene)hydrazinyl)-9H-purin-2-yl)morpholine